Methyl 1-(5-acetamidopyrimidin-2-yl)-1,2,3,6-tetrahydropyridine-4-carboxylate C(C)(=O)NC=1C=NC(=NC1)N1CCC(=CC1)C(=O)OC